N[C@@H](CC(=O)O)C(=O)N[C@@H](C=1CC=CCC1)C(=O)O aspartyl-L-2,5-dihydrophenylglycine